3-chloropropyl-methyl-trimethoxysilane ClCCCCO[Si](OC)(OC)C